trans-methyl tetraacetylferulate C(C)(=O)COC=1C(=C(/C(=C(/C(=O)OC)\C(C)=O)/C(C)=O)C=CC1O)C(C)=O